C(#N)C=1C=C(C=CC1)C=1N=C(SC1C1=CC(=NC(=C1)C)C)N1CC(C1)O N-[4-(3-cyanophenyl)-5-(2,6-dimethyl-4-pyridyl)thiazol-2-yl]-3-hydroxy-azetidine